C(C)(C)(C)N1N=CC(=C1)C1=CC(=C2C=CC=NC2=C1)OC 7-(1-tert-butylpyrazol-4-yl)-5-methoxyquinoline